methyl 6-(4-((5-(3-(3-amino-6-(2-(benzyloxy)phenyl)pyridazin-4-yl)-3,8-diazabicyclo[3.2.1]octan-8-yl)pyridin-2-yl)oxy)piperidin-1-yl)spiro[3.3]heptane-2-carboxylate NC=1N=NC(=CC1N1CC2CCC(C1)N2C=2C=CC(=NC2)OC2CCN(CC2)C2CC1(CC(C1)C(=O)OC)C2)C2=C(C=CC=C2)OCC2=CC=CC=C2